5,7-dimercapto-methyl-1,11-dimercapto-3,6,9-trithiaundecane SC(CSCC(S)C)SC(CSCCS)S